((3-(4-butoxy-3-chlorophenyl)-1,2,4-oxadiazol-5-yl)methyl)acrylic acid C(CCC)OC1=C(C=C(C=C1)C1=NOC(=N1)CC(C(=O)O)=C)Cl